rac-tert-Butyl (2R,5S)-5-(4-(4,6-dichloro-7H-pyrrolo[2,3-d]pyrimidin-7-yl)phenyl)-2-methylmorpholine-4-carboxylate ClC=1C2=C(N=CN1)N(C(=C2)Cl)C2=CC=C(C=C2)[C@H]2CO[C@@H](CN2C(=O)OC(C)(C)C)C |r|